6-(4-(4-acryloylmorpholin-3-yl)-6-chloropyridin-2-yl)pyrimidine-4-carbonitrile C(C=C)(=O)N1C(COCC1)C1=CC(=NC(=C1)Cl)C1=CC(=NC=N1)C#N